O=C1N(C(SC1)=S)C(C(=O)O)C1CCCCC1 2-(4-oxo-2-thioxothiazolidin-3-yl)-2-cyclohexylacetic acid